1-(3,4-dichlorophenyl)-1H-pyrazol-3-one ClC=1C=C(C=CC1Cl)N1NC(C=C1)=O